CCOC=1C(O)=CC=C(CC=C)C1 α-methyl-eugenol